CN([C@H]1CCC=2C=3C1=C1C(=NC3C=C(C2C)F)C2=CC3=C(C(N2C1)=O)COC([C@]3(O)CC)=O)C (1S,9S)-1-(dimethylamino)-9-ethyl-5-fluoro-9-hydroxy-4-methyl-2,3,12,15-tetrahydrobenzo[de]pyrano[3',4':6,7]indolizino[1,2-b]quinoline-10,13(1H,9H)-dione